9-mesityl-2,7,10-trimethylacridine C1(=C(C(=CC(=C1)C)C)C1C2=CC(=CC=C2N(C=2C=CC(=CC12)C)C)C)C